CN1C(C(=CC(=C1)C(F)(F)F)NC(=O)C1CC1)=O N-(1-methyl-2-oxo-5-(trifluoromethyl)-1,2-dihydropyridin-3-yl)cyclopropane-1-carboxamide